BrC=1C=C(C=CC1F)C(CCCNC(OC(C)(C)C)=O)=O tert-butyl (4-(3-bromo-4-fluorophenyl)-4-oxobutyl)carbamate